D-α-methylleucine C[C@](N)(CC(C)C)C(=O)O